rac-(1R,2S)-2-[(trifluoromethoxy)methyl]cyclopropane-1-carboxylic acid FC(OC[C@@H]1[C@@H](C1)C(=O)O)(F)F |r|